FC1=C2C(=CNC2=CC=C1)C(CC#N)=O 3-(4-fluoro-1H-indol-3-yl)-3-oxopropionitrile